O=C1NC(CCC1N1C(N(C2=C1C=CC(=C2)C=2CN(CCC2)C(=O)[O-])C)=O)=O 3-[1-(2,6-dioxopiperidin-3-yl)-3-methyl-2-oxo-1,3-benzodiazol-5-yl]-5,6-dihydro-2H-pyridine-1-carboxylate